1-(5-cyclopropyl-6-methylpyridin-2-yl)ethan-1-one tert-butyl-N-ethyl-N-[5-fluoro-3-methyl-2-OXO-3-[(3R)-3-(benzyloxycarbonylamino)-1-piperidyl]indolin-7-yl]carbamate C(C)(C)(C)OC(N(C=1C=C(C=C2C(C(NC12)=O)(N1C[C@@H](CCC1)NC(=O)OCC1=CC=CC=C1)C)F)CC)=O.C1(CC1)C=1C=CC(=NC1C)C(C)=O